(5-(dimethylcarbamoyl)-1H-imidazol-2-yl)-2,4-dimethylbenzoic acid methyl ester COC(C1=C(C(=C(C=C1)C)C=1NC(=CN1)C(N(C)C)=O)C)=O